COC1=C(C=CC=C1C[C@@H]1N(CC2(CC2)[C@@H]1NS(=O)(=O)C)C(=O)NCC(F)(F)F)C1=CC=CC=C1 (6S,7S)-6-((2-methoxy-[1,1'-biphenyl]-3-yl)methyl)-7-(methylsulfonamido)-N-(2,2,2-trifluoroethyl)-5-azaspiro[2.4]heptane-5-carboxamide